C1(=CC=CC=C1)C1=NC(=NC(=N1)C1=CC=CC=C1)C=1C=C(C=CC1)C=1C=C(C=CC1)C=1C(=C(C(=C(C1)C1=CC=CC=C1)C1=CC=CC=C1)C1=CC=CC=C1)C1=CC=CC=C1 2,4-diphenyl-6-(4',5',6'-triphenyl-[1,1':2',1'':3'',1'''-quaterphenyl]-3'''-yl)-1,3,5-triazine